C(C1=CC=CC=C1)OCC(C(CCC(C(=O)O)(C)C1=CC(=CC=C1)Br)(C)C)(F)F 7-(Benzyloxy)-2-(3-bromophenyl)-6,6-difluoro-2,5,5-trimethylheptanoic acid